(R)-2-(3-fluoro-2-methoxy-5-(tert-pentyl)phenyl)-2-((R)-3-((5-(4-methoxy-5,6,7,8-tetrahydro-1,8-naphthyridin-2-yl)pentyl)oxy)pyrrolidin-1-yl)acetic acid FC=1C(=C(C=C(C1)C(C)(C)CC)[C@H](C(=O)O)N1C[C@@H](CC1)OCCCCCC1=NC=2NCCCC2C(=C1)OC)OC